3-Fluoro-4-((3-(piperidin-4-oxy)pyridin-2-yl)methoxy)benzonitrile FC=1C=C(C#N)C=CC1OCC1=NC=CC=C1OC1CCNCC1